(((hydroxy)benzylamino)(2-methoxyphenyl)methyl)diphenylphosphine oxide ON(CC1=CC=CC=C1)C(C1=C(C=CC=C1)OC)P(C1=CC=CC=C1)(C1=CC=CC=C1)=O